2-bromo-N-((5-cyclopropyl-7-(4-methylpiperazin-1-yl)pyrazolo[1,5-a]pyridin-2-yl)methyl)pyridin-4-amine BrC1=NC=CC(=C1)NCC1=NN2C(C=C(C=C2N2CCN(CC2)C)C2CC2)=C1